2,6-din-propyl-1,4-phenylene ether C(CC)C1=C2C(=CC(=C1)O2)CCC